3-bromo-2-(trifluoromethyl)benzaldehyde BrC=1C(=C(C=O)C=CC1)C(F)(F)F